1-(5-methylspiro[2.5]octa-4,6-dien-4-yl)ethan-1-one CC1=C(C2(CC2)CC=C1)C(C)=O